C(CCCCCCC\C=C/CCCCCCCC)NC(C(CCC(=O)NCCCCCCCC\C=C/CCCCCCCC)=O)=O N,N'-bis[(Z)-octadec-9-enyl]-2-oxo-pentanediamide